2-Chloro-5-{[(cyclopropylsulfonyl)amino]methyl}-N-{1-[4-(trifluoromethyl)phenyl]-1H-indazol-4-yl}benzamide ClC1=C(C(=O)NC2=C3C=NN(C3=CC=C2)C2=CC=C(C=C2)C(F)(F)F)C=C(C=C1)CNS(=O)(=O)C1CC1